3-[4-[2-methylsulfonyl-4-(trifluoromethyl)phenyl]azetidine-1-carbonyl]pyrrolidine-3-carboxamide CS(=O)(=O)C1=C(C=CC(=C1)C(F)(F)F)C1CCN1C(=O)C1(CNCC1)C(=O)N